ClC1=CC=C(OC=2C=NC=C(C2C)B2OC(C(O2)(C)C)(C)C)C=C1 3-(4-chlorophenoxy)-4-methyl-5-(4,4,5,5-tetramethyl-1,3,2-dioxaborolan-2-yl)pyridine